C(C=C)N1N(C2=NC(=NC=C2C1=O)NC1=CC=C(C=C1)N1CCN(CC1)C)C1=CC=C2C(=N1)[C@@H](CC2)O (R)-2-Allyl-1-(7-hydroxy-6,7-dihydro-5H-cyclopenta[b]pyridin-2-yl)-6-((4-(4-methylpiperazin-1-yl)phenyl)amino)-1,2-dihydro-3H-pyrazolo[3,4-d]pyrimidin-3-one